benzo[b]thiophene-3-carboxylic acid S1C2=C(C(=C1)C(=O)O)C=CC=C2